1-(2-(benzo[d][1,3]dioxol-4-yl)ethyl)-3-methyl-thiourea O1COC2=C1C=CC=C2CCNC(=S)NC